3,4-bis(di-p-tolylphosphino)-2,5-diisopropylthiophene C1(=CC=C(C=C1)P(C1=C(SC(=C1P(C1=CC=C(C=C1)C)C1=CC=C(C=C1)C)C(C)C)C(C)C)C1=CC=C(C=C1)C)C